COC1=CC=C(CN(C=2N=CN(C(C2C(=O)OC)=O)C2=C(C=C(C=C2Cl)O)Cl)CC2=CC=C(C=C2)OC)C=C1 methyl 4-(bis(4-methoxybenzyl)amino)-1-(2,6-dichloro-4-hydroxyphenyl)-6-oxo-1,6-dihydropyrimidine-5-carboxylate